CS(=O)(=O)[O-].C(CCCCCCCCC)[NH+]1CC(CC1)C 1-decyl-3-Methylpyrrolidinium methanesulfonate